disodium-benzenediol salt C=1(C(=CC=CC1)O)O.[Na].[Na]